N1=C(C=CC=C1)C(=O)NCCCC[C@H](N)C(=O)O Nε-picoloyl-lysine